2-(3,4-dichlorophenyl)-1-ethyl-6-[[5-methyl-3-(trifluoromethyl)-1,2,4-triazol-1-yl]methyl]-4-oxo-pyridine-3-carboxylic acid ClC=1C=C(C=CC1Cl)C=1N(C(=CC(C1C(=O)O)=O)CN1N=C(N=C1C)C(F)(F)F)CC